magnesium 2-(hex-2-yl)-2-methylpropionate CC(CCCC)C(C(=O)[O-])(C)C.[Mg+2].CC(CCCC)C(C(=O)[O-])(C)C